ClCC(=O)NC=1C=NN(C1)C[C@](C(=O)NC1=CC(=C(C=C1)C#N)C(F)(F)F)(C)O (S)-3-(4-(2-chloroacetylamino)-1H-pyrazol-1-yl)-N-(4-cyano-3-(trifluoromethyl)phenyl)-2-hydroxy-2-methylpropanamide